C(C)(C)(C)OC(NC1=CC=2N(C=C1C)N=CC2Cl)=O (3-chloro-6-methyl-pyrazolo[1,5-a]pyridin-5-yl)-carbamic acid tert-butyl ester